COC1=C2C(NC(=NC2=CC(=C1)OC)C1=CC=C(C=C1)N1CCN(CC1)CC=1C=C2C(N(C(C2=CC1F)=O)C1C(NC(CC1)=O)=O)=O)=O 5-((4-(4-(5,7-dimethoxy-4-oxo-3,4-dihydroquinazolin-2-yl)phenyl)piperazin-1-yl)methyl)-2-(2,6-dioxopiperidin-3-yl)-6-fluoroisoindoline-1,3-dione